5,10,15,20-tetrakis(2,4,6-trimethylphenyl)porphyrin CC1=C(C(=CC(=C1)C)C)C=1C2=CC=C(N2)C(=C2C=CC(C(=C3C=CC(=C(C=4C=CC1N4)C4=C(C=C(C=C4C)C)C)N3)C3=C(C=C(C=C3C)C)C)=N2)C2=C(C=C(C=C2C)C)C